1-Nitroaniline [N+](=O)([O-])C1(N)CC=CC=C1